N1N=CN=C1C(=O)[C@H]1N(CCC1)C(CNC(=O)C1=CC=NC2=CC=CC=C12)=O (S)-N-(2-(2-(1H-1,2,4-triazole-5-carbonyl)pyrrolidin-1-yl)-2-oxoethyl)quinoline-4-carboxamide